4-chloro-2-fluoro-N-(6-(fluoro(piperidin-4-ylidene)methyl)pyridin-2-yl)benzamide methyl-4-bromobut-2-enoate COC(C=CCBr)=O.ClC1=CC(=C(C(=O)NC2=NC(=CC=C2)C(=C2CCNCC2)F)C=C1)F